CN([C@@H](CCCCN)C(=O)O)CCO methyl-(2-hydroxyethyl)lysine